COC1(CNC1)COC1=NOC(=C1C1=CC=2N(C=C1)N=C(C2)NC(=O)C2CC2)C N-[5-[3-[(3-methoxyazetidin-3-yl)methoxy]-5-methyl-isoxazol-4-yl]pyrazolo[1,5-a]pyridin-2-yl]cyclopropanecarboxamide